COC1=CC=CC(=N1)N1CC2(C=3C=NC(=CC31)NC(C)=O)CC2 N-(1'-(6-methoxypyridin-2-yl)-1',2'-dihydrospiro[cyclopropane-1,3'-pyrrolo[3,2-c]pyridin]-6'-yl)acetamide